4-methOXy-N-[[4-(trifluoromethyl)phenyl]methyl]butanamide COCCCC(=O)NCC1=CC=C(C=C1)C(F)(F)F